C(\C=C\C1=CC(O)=C(O)C=C1)(=O)OCC(O)COC(\C=C\C1=CC(O)=C(O)C=C1)=O 1,3-O-dicaffeoylglycerol